C1(CC2C(CC1)O2)CC[Si](OC)(OC)CC 2-(3,4-epoxycyclohexyl)ethylethyl-dimethoxysilane